Cl.O1C(=CC=C1)C1=NN2C(N=C(C=C2)NC[C@@H]2CNCCO2)=C1C#N 2-(2-Furyl)-5-[[(2S)-morpholin-2-yl]methylamino]pyrazolo[1,5-a]pyrimidine-3-carbonitrile hydrochloride